1-(6-((3R,4S)-3-hydroxypiperidin-4-yl)-1-methyl-1H-indazol-3-yl)dihydropyrimidine O[C@H]1CNCC[C@H]1C1=CC=C2C(=NN(C2=C1)C)N1CNCC=C1